C(C)(C)(C)OC(=O)N[C@H]1CCC2=C(C(=C(S2)NC(=O)[C@@H]2C(C2)(F)F)C(=O)OCC)C1 ethyl (5S)-5-(tert-butoxycarbonylamino)-2-[[(1R)-2,2-difluorocyclopropanecarbonyl]amino]-4,5,6,7-tetrahydrobenzothiophene-3-carboxylate